[O].[As]=S arsenic sulfide oxygen